2-(3-fluoro-4-methoxyphenyl)-7-(1,2,3,6-tetrahydropyridin-4-yl)-4H-pyrido[1,2-a]pyrimidin FC=1C=C(C=CC1OC)C=1N=C2N(CC1)C=C(C=C2)C=2CCNCC2